C(CC)N1C(=O)N(C=2N=CNC2C1=O)CCC 1,3-dipropylxanthine